6-Bromo-2-picolinate BrC1=CC=CC(=N1)C(=O)[O-]